[I-].CC(C)(C)N1C=[N+](C=C1)C(C)(C)C 1,3-bis(1,1-dimethylethyl)imidazolium iodide